4-cyano-N,N-dimethyl-benzamide C(#N)C1=CC=C(C(=O)N(C)C)C=C1